ClC=1C=C(C=CC1F)N(S(=O)(=O)CCN1CCN(CC1)C)CC1=C(C=C(C=C1)C(=O)NN)F N-(3-chloro-4-fluorophenyl)-N-(2-fluoro-4-(hydrazinecarbonyl)benzyl)-2-(4-methylpiperazin-1-yl)ethane-1-sulfonamide